C(#N)C1=C(C2=C(NC1=O)CCC2)C(=O)OCC ethyl 3-cyano-2-oxo-2,5,6,7-tetrahydro-1H-cyclopenta[b]pyridine-4-carboxylate